azacyclohentriacontine N1C=CC=CC=CC=CC=CC=CC=CC=CC=CC=CC=CC=CC=CC=CC=C1